CC1(CCC1)CN 1-(1-methylcyclobutyl)methanamine